C(C)C=1C=C2C(C(N(C2=CC1)C)=O)=O 5-ethyl-1-methyl-2,3-indolinedione